isotriacontyl iodide C(CCCCCCCCCCCCCCCCCCCCCCCCCCC(C)C)I